(1S,3S)-3-((6-(5-(((Butyl(methyl)carbamoyl)oxy)methyl)-1-methyl-1H-1,2,3-triazole-4-yl)-2-cyclopropylpyridin-3-yl)oxy)cyclohexane-1-carboxylic acid C(CCC)N(C(=O)OCC1=C(N=NN1C)C1=CC=C(C(=N1)C1CC1)O[C@@H]1C[C@H](CCC1)C(=O)O)C